C(C)(=O)C=1C=C(C=CC1)NC(NC=1C=C2C(N(C=NC2=CC1)CC(=O)NC1=C(C=CC=C1)Br)=O)=O 2-(6-(3-(3-acetylphenyl)ureido)-4-oxoquinazolin-3(4H)-yl)-N-(2-bromophenyl)acetamide